C(C1=CC=CC=C1)[N+]1(CCCC1)C N-benzyl-N-methylpyrrolidinium